FC1(CCN(CCC1)C1=C(C(=O)NC=2C=C(C=CC2)S(=O)(C)=NC(OC(C)(C)C)=O)C(=C(C=N1)C1=CC=C(C=C1)C)C)F tert-butyl ((3-(2-(4,4-difluoroazepan-1-yl)-4-methyl-5-(p-tolyl)nicotinamido)phenyl)(methyl)(oxo)-λ6-sulfaneylidene)carbamate